nitrogen compound with carbon [C].[N]